C(CCCC)C1=CC=2C(C3=CC=CC=C3C(C2C=C1)=O)=O 2-pentyl-9,10-anthracenedione